(1-(2-bromo-5-methoxy-4-nitrophenyl)piperidin-4-yl)-1,4-oxazepine BrC1=C(C=C(C(=C1)[N+](=O)[O-])OC)N1CCC(CC1)C=1OC=CC=NC1